1-{4-[7-(difluoromethyl)-6-(1-methylpyrazol-4-yl)-3,4-dihydro-2H-quinolin-1-yl]-6-[1-(piperidin-4-ylmethyl)piperidin-4-yl]-1,3-dihydroisoindol-2-yl}ethene FC(C1=C(C=C2CCCN(C2=C1)C1=C2CN(CC2=CC(=C1)C1CCN(CC1)CC1CCNCC1)C=C)C=1C=NN(C1)C)F